(S)-N-(sec-butyl)-5-(3-(1-methyl-1H-pyrazol-4-yl)pyrazolo[1,5-a]pyridin-5-yl)-7H-pyrrolo[2,3-d]pyrimidin-2-amine [C@H](C)(CC)NC=1N=CC2=C(N1)NC=C2C2=CC=1N(C=C2)N=CC1C=1C=NN(C1)C